ClC1=C(C=C(C=C1)Cl)C(C)(C)N 2-(2,5-dichlorophenyl)propan-2-amine